2-P-Glycerate C(C(C(=O)O)OP(=O)(O)O)O